[Si](C)(C)(C(C)(C)C)OCC=1C(=C(C=CC1F)C1=NC(=NC=C1Cl)C(=O)N[C@@H]1C(N(C2=C(OC1)C=C(C=N2)Cl)C)=O)F (S)-4-(3-(((tert-butyldimethylsilyl)oxy)methyl)-2,4-difluorophenyl)-5-chloro-N-(8-chloro-5-methyl-4-oxo-2,3,4,5-tetrahydropyrido[3,2-b][1,4]oxazepin-3-yl)-pyrimidine-2-carboxamide